(2S,3R)-N-(2-(diethylamino)-4-((4-(trifluoromethyl)benzyl)amino)phenyl)-2,3-difluorooctanamide C(C)N(C1=C(C=CC(=C1)NCC1=CC=C(C=C1)C(F)(F)F)NC([C@@H]([C@@H](CCCCC)F)F)=O)CC